(6Ar,10aR)-6,6,9-trimethyl-3-(5,5,5-trifluoropentyl)-6a,7,8,10a-tetrahydrobenzo[c]chromen-1-ol CC1(OC=2C=C(C=C(C2[C@H]2[C@H]1CCC(=C2)C)O)CCCCC(F)(F)F)C